FC1=C(C=C(C(=C1)N1C[C@H](N([C@H](C1)C)C)C)NC(=O)C1=CNC(C=C1C(F)(F)F)=O)C=1SC(=CN1)C(=O)N 2-[2-fluoro-5-[[6-oxo-4-(trifluoromethyl)-1H-pyridine-3-carbonyl]amino]-4-[(3R,5S)-3,4,5-trimethylpiperazin-1-yl]phenyl]-1,3-thiazole-5-carboxamide